4-nitrobenzyl 4-(2-oxoethyl)piperidine-1-carboxylate O=CCC1CCN(CC1)C(=O)OCC1=CC=C(C=C1)[N+](=O)[O-]